CN(C1=CC=CC2=CC=CC=C12)CCCCC N-methyl-N-pentylnaphthalen-1-amine